CC1=CC(=CC2=C1C(=CC(CC2)C2CC2)OS(=O)(=O)C(F)(F)F)C(=O)O.N2=CC=C(C=C2)C=2C1=CC=C(N1)C(=C1C=CC(C(=C3C=CC(=C(C=4C=CC2N4)C4=CC=NC=C4)N3)C3=CC=NC=C3)=N1)C1=CC=NC=C1 5,10,15,20-tetra-(4-pyridyl)porphyrin methyl-7-cyclopropyl-9-(((trifluoromethyl)sulfonyl)oxy)-6,7-dihydro-5H-benzo[7]annulene-3-carboxylate